[2-(Diethoxymethyl)phenyl]{2-[(propan-2-ylideneamino)oxy]-phenyl}methanone C(C)OC(C1=C(C=CC=C1)C(=O)C1=C(C=CC=C1)ON=C(C)C)OCC